N-[(2S,3R)-4,4-difluoro-2-[(2-fluoro[1,1'-biphenyl]-3-yl)methyl]-1-(oxetan-2-carbonyl)pyrrolidin-3-yl]methanesulfonamide FC1([C@@H]([C@@H](N(C1)C(=O)C1OCC1)CC=1C(=C(C=CC1)C1=CC=CC=C1)F)NS(=O)(=O)C)F